N1(CCC1)C1=NC(=NC=C1C#N)NC1=C(C=C(C(=C1)[N+](=O)[O-])N(C)CCN(C)C)OC 4-(azetidin-1-yl)-2-(4-((2-(dimethylamino)ethyl)(methyl)amino)-2-methoxy-5-nitrophenylamino)pyrimidine-5-carbonitrile